1-(1-(dimethylamino)-2-(4-hydroxy-3,5-dichloro-phenyl)ethyl)cyclopropylamine hydrochloride Cl.CN(C(CC1=CC(=C(C(=C1)Cl)O)Cl)C1(CC1)N)C